C(C)OC1(CCN(CC1)C1=CC=C(N)C=C1)C(F)(F)F 4-(4-ethoxy-4-(trifluoromethyl)piperidin-1-yl)aniline